N1=C2C=CC=C3C2=C(N=NC=2C4=CC=C(CC32)C4)N=N1 pentaaza-6,9-methanonaphtho[1,8-ab]heptalene